ethyl 6-(methylamino)-4,5,6,7-tetrahydrobenzothiophene-3-carboxylate CNC1CC2=C(C(=CS2)C(=O)OCC)CC1